11,11-dimethyl-N-phenyl-11H-benzo[b]fluoren-3-amine CC1(C=2C=CC(=CC2C=2C=C3C(=CC12)C=CC=C3)NC3=CC=CC=C3)C